C(C)(=O)O[C@H](C(F)(F)F)[C@H]1O[C@H]([C@@H](C1)OC(C)=O)N1C=2N=C(NC(C2N(C1=O)CC#C)=O)NC(C)=O (S)-1-((2S,4R,5R)-5-(2-Acetamido-6,8-dioxo-7-(prop-2-yn-1-yl)-1,6,7,8-tetrahydro-9H-purin-9-yl)-4-acetoxytetrahydrofuran-2-yl)-2,2,2-trifluoroethyl acetate